tert-butyl (2R)-2-[[(6-chloro-3-nitropyridin-2-yl)oxy]methyl]pyrrolidine-1-carboxylate ClC1=CC=C(C(=N1)OC[C@@H]1N(CCC1)C(=O)OC(C)(C)C)[N+](=O)[O-]